C(CCC)OC1=CC=C(C=C1)C1=CC=C(C=C1)C1=NC2=CC=C(C=C2C(=C1)C(=O)O)F 2-(4'-butoxy-[1,1'-biphenyl]-4-yl)-6-fluoroquinoline-4-carboxylic acid